rel-N-(6-amino-5-methyl-3-pyridyl)-2-[(2S,4S,5S)-4-isopropoxy-5-methyl-2-phenyl-1-piperidyl]-2-oxo-acetamide NC1=C(C=C(C=N1)NC(C(=O)N1[C@@H](C[C@@H]([C@H](C1)C)OC(C)C)C1=CC=CC=C1)=O)C |o1:12,14,15|